O[C@H]1CN(CC[C@H]1O)C1=CC=C(C=N1)C=1C=C(C=2N(C1)N=CC2C#N)O[C@H](C)C2=NC=C(C=C2)F 6-(6-((3S,4R)-3,4-dihydroxypiperidin-1-yl)pyridin-3-yl)-4-((R)-1-(5-fluoropyridin-2-yl)ethoxy)pyrazolo[1,5-a]pyridine-3-carbonitrile